C(C)(C)C1=C(NC=2C1=NC(=CC2)OC2CCN(CC2)C(C)C)C=2C=C(C=1N(C2)N=CN1)OC 6-(3-isopropyl-5-((1-isopropylpiperidin-4-yl)oxy)-1H-pyrrolo[3,2-b]pyridin-2-yl)-8-methoxy-[1,2,4]triazolo[1,5-a]pyridine